4-[[3-[[5-(trifluoromethyl)-2-pyridinyl]oxy]phenyl]methylene]-1-piperidinecarboxamide FC(C=1C=CC(=NC1)OC=1C=C(C=CC1)C=C1CCN(CC1)C(=O)N)(F)F